Butyl 6-[[4-[3-(3,4-dimethoxyphenyl)prop-2-enoyl]phenyl]-hydroperoxymethyl]-4-(hydroxymethylcarbamoyl)-2,2,6-trimethyloctanoate COC=1C=C(C=CC1OC)C=CC(=O)C1=CC=C(C=C1)C(C(CC(CC(C(=O)OCCCC)(C)C)C(NCO)=O)(CC)C)OO